COC1=CC=C(C=C1)S(=O)(=O)ON1C(C=CC1=O)=O N-(p-methoxyphenyl)sulfonyloxymaleimide